CC=1C=C(C=CC1C)NN 3,4-dimethylphenylhydrazine